Nα-(5-fluoro-2,4-dinitrophenyl)-L-leucinamide FC=1C(=CC(=C(C1)N[C@@H](CC(C)C)C(=O)N)[N+](=O)[O-])[N+](=O)[O-]